methyl 2-((R)-4-isopropyl-2-oxoimidazolidin-1-yl)-5-nitro-2,3-dihydro-1H-indene-2-carboxylate C(C)(C)[C@H]1NC(N(C1)C1(CC2=CC=C(C=C2C1)[N+](=O)[O-])C(=O)OC)=O